CC1=C(C=C(C(=C1C)O)C)CC1=C(C(=C(C(=C1)C)O)C)C bis(2,3,5-trimethyl-4-hydroxyphenyl)methane